C(C)(C)(C)OC(=O)N1C[C@@H](NCC1)[C@@H](C)OCC1=C(N=CC(=C1)C(F)(F)F)Cl (R)-3-((R)-1-((2-chloro-5-(trifluoromethyl)nicotinyl)oxy)ethyl)piperazine-1-carboxylic acid tert-butyl ester